(S)-tert-butyl 4-(3-(3-chloro-4-(dimethylcarbamoyl) phenyl amino) pyrrolidin-1-yl)piperidine-1-carboxylate ClC=1C=C(C=CC1C(N(C)C)=O)N[C@@H]1CN(CC1)C1CCN(CC1)C(=O)OC(C)(C)C